C(N)(=O)C1=C(C(=NN1C1=CC=C(C=C1)OC1=C(C(=CC=C1)F)F)N(C1CN(C1)C(=O)OC(C)(C)C)CC=C)[N+](=O)[O-] tert-butyl 3-[{5-carbamoyl-1-[4-(2,3-difluorophenoxy)phenyl]-4-nitro-1H-pyrazol-3-yl}(prop-2-en-1-yl)amino]azetidine-1-carboxylate